C1(CC1)C(=O)N1CC2(CN(C2)C(=O)C2=NNC(=C2)C)C1 (6-(Cyclopropanecarbonyl)-2,6-diazaspiro[3.3]heptan-2-yl)(5-methyl-1H-pyrazol-3-yl)methanone